OCC1CCC(CC1)N1N=C2C=C(C(=CC2=C1)N1C(C=CC(=C1)C(F)(F)F)C(=O)N)C(C)(C)O 1-N-(2-((1r,4r)-4-(Hydroxymethyl)cyclohexyl)-6-(2-hydroxypropan-2-yl)-2H-indazol-5-yl)-5-(trifluoromethyl)picolinamide